1-tetracosanoyl-2-hexadecanoyl-sn-glycero-3-phosphocholine C(CCCCCCCCCCCCCCCCCCCCCCC)(=O)OC[C@@H](OC(CCCCCCCCCCCCCCC)=O)COP(=O)([O-])OCC[N+](C)(C)C